methyl 3-(3-(bis(tert-butoxycarbonyl)amino)-2-chloro-6-fluorophenoxy)-2-chloro-6-nitrobenzoate C(C)(C)(C)OC(=O)N(C=1C(=C(OC=2C(=C(C(=O)OC)C(=CC2)[N+](=O)[O-])Cl)C(=CC1)F)Cl)C(=O)OC(C)(C)C